5-{4-[(tert-butyl)(methyl)(oxycarbonylamino)]butylamino}-4-hydroxypentyl dodecanoate C(CCCCCCCCCCC)(=O)OCCCC(CNCCCCN(C(=O)OC)C(C)(C)C)O